butenyl-cyclohexene C(=CCC)C1=CCCCC1